C(C)(C)(C)OC(C(CC(=N)NO)P(=O)(OCC)OCC)=O (diethoxyphosphoryl)-4-(hydroxyamino)-4-iminobutyric acid tert-butyl ester